(6R,8aS)-6-[8-Amino-1-(4-{hydroxy[3-(trifluoromethyl)phenyl]methyl}phenyl)imidazo[1,5-a]-pyrazin-3-yl]hexahydroindolizin-3(2H)-on NC=1C=2N(C=CN1)C(=NC2C2=CC=C(C=C2)C(C2=CC(=CC=C2)C(F)(F)F)O)[C@H]2CN1C(CC[C@@H]1CC2)=O